CC=1C(=C(C(=C(C1Br)C1=C(C(=CC=C1)Cl)Cl)F)N)C(=O)OCCOC1=CC=C(C=C1)C 2-(4-methylphenoxy)ethanol methyl-3-amino-6-bromo-2',3'-dichloro-2-fluoro-[1,1'-biphenyl]-4-carboxylate